monoaminopropyl-aniline NCCCNC1=CC=CC=C1